2,4-dimethylglutaronitrile CC(C#N)CC(C#N)C